2-(trimethylsilyl)benzoxazole C[Si](C=1OC2=C(N1)C=CC=C2)(C)C